C(C)C1=CC=C(C(=O)OCCC=C)C=C1 3-Butenyl p-ethylbenzoate